4-(4-chloro-3-(cyclopentyloxy)phenoxy)piperidine ClC1=C(C=C(OC2CCNCC2)C=C1)OC1CCCC1